C1(CC1)C1=CC=2N(N=C1)C(=CN2)C2=CC=CC(=N2)N[C@H]2CN(C[C@@H]2F)C(=O)OC(C)(C)C tert-butyl (3S,4S)-3-((6-(7-cyclopropylimidazo[1,2-b]pyridazin-3-yl) pyridin-2-yl) amino)-4-fluoropyrrolidine-1-carboxylate